NC1=NC(=C2N=CNC2=N1)OCC1CCC(N1)=O 5-{[(2-amino-9h-purin-6-yl)oxy]methyl}-2-pyrrolidinone